3-((4-((6,7-dimethoxyquinolin-4-yl)oxy)-3-fluorophenyl)amino)-1-methyl-N-phenyl-1H-pyrazole-4-carboxamide COC=1C=C2C(=CC=NC2=CC1OC)OC1=C(C=C(C=C1)NC1=NN(C=C1C(=O)NC1=CC=CC=C1)C)F